tert-butyl 5-[3-[[(4S)-1-[(3-aminophenyl)methylsulfonyl]-2,2-dimethyl-4-piperidyl]amino]-4-fluoro-phenyl]-4-chloro-3-(2-ethoxy-2-oxo-ethoxy)thiophene-2-carboxylate NC=1C=C(C=CC1)CS(=O)(=O)N1C(C[C@H](CC1)NC=1C=C(C=CC1F)C1=C(C(=C(S1)C(=O)OC(C)(C)C)OCC(=O)OCC)Cl)(C)C